C(C)(C)(C)OC(=O)NC1=CC(=NC=N1)NC1=CC(=C2N(C1=O)C1(CN(CCC1(F)F)C(=O)OC(C)(C)C)NC2=O)Cl tert-butyl 6-((6-((tert-butoxycarbonyl) amino) pyrimidin-4-yl) amino)-8-chloro-4',4'-difluoro-1,5-dioxo-1,5-dihydro-2H-spiro[imidazo[1,5-a]pyridine-3,3'-piperidine]-1'-carboxylate